COC1=NC=CC(=C1C1CCC(CC1)C=1C(N(C2=NC(=CC=C2C1)C)CC1=NC=CC=C1C(F)(F)F)=O)C 3-((1r,4r)-4-(2-methoxy-4-methylpyridin-3-yl)cyclohexyl)-7-methyl-1-((3-(trifluoromethyl)pyridine-2-yl)methyl)-1,8-naphthyridin-2(1H)-one